N[C@@H]1CN(CC[C@H]1F)C1=NC2=C(N1CC(=O)N(CC(F)(F)F)C)C=C(C=C2)F 2-(2-((3R,4R)-3-amino-4-fluoropiperidin-1-yl)-6-fluoro-1H-benzo[d]imidazol-1-yl)-N-methyl-N-(2,2,2-trifluoroethyl)acetamide